ClC1=CC=C(C=C1)C(=O)C1=C(C=CC(=C1)C)O (4-chlorophenyl)(2-hydroxy-5-methylphenyl)-methanone